ClC1=CC=C(COC2=CC=CC(=N2)C2=CC(=C(CC3=NC4=C(N3[C@H]3COCC3(C)C)C=C(C=C4)C(=O)O)C=C2F)F)C=C1 (R)-2-(4-(6-((4-chlorobenzyl)oxy)pyridin-2-yl)-2,5-difluorobenzyl)-1-(4,4-dimethyltetrahydrofuran-3-yl)-1H-benzo[d]imidazole-6-carboxylic acid